C(=O)(O)CN1CCN(CCN(CCN1CC(C)O)CC(=O)O)CC(=O)O 1,4,7-tris(carboxymethyl)-10-(2'-hydroxypropyl)-1,4,7,10-tetraazacyclodecane